tert-butyl 3,3-difluoro-4-(((trifluoromethyl)sulfonyl)oxy)-3,6-dihydropyridine-1(2H)-carboxylate FC1(CN(CC=C1OS(=O)(=O)C(F)(F)F)C(=O)OC(C)(C)C)F